2-methyl-9-(5-methylpiperidin-2-yl)-3,4-dihydropyrazino[1,2-b]indazol-1(2H)-one CN1C(C=2N(N=C3C=CC(=CC23)C2NCC(CC2)C)CC1)=O